francium lauryl sulfate S(=O)(=O)(OCCCCCCCCCCCC)[O-].[Fr+]